(S)-5-((5-(imidazo[1,2-a]pyrimidin-6-yl)-4-methoxy-7H-pyrrolo[2,3-d]pyrimidin-2-yl)amino)-1-methylpiperidin-2-one N=1C=CN2C1N=CC(=C2)C2=CNC=1N=C(N=C(C12)OC)N[C@H]1CCC(N(C1)C)=O